NC1=C2N=CN(C2=NC(=N1)Cl)[C@H]1[C@H]([C@@H]([C@H](O1)CO[C@](CC1=CC=C(C(=O)O)C=C1)(C=1N=CSC1)C(=O)O)O)F 4-((R)-2-(((2R,3R,4S,5R)-5-(6-amino-2-chloro-9H-purin-9-yl)-4-fluoro-3-hydroxytetrahydrofuran-2-yl)methoxy)-2-carboxy-2-(thiazol-4-yl)ethyl)benzoic acid